FC(C(CCC[C@@H](C)[C@H]1CC[C@H]2/C(/CCC[C@]12C)=C/CN1N=C(N=N1)C1=CC=CC=C1)(O)C(F)(F)F)(F)F (R)-1,1,1-Trifluoro-6-{(1R,3aS,7aR,E)-7a-methyl-4-[2-(5-phenyl-2H-tetrazol-2-yl)ethylidene]octahydro-1H-inden-1-yl}-2-(trifluoromethyl)heptan-2-ol